(R)-3-(2-mercaptoacetylamino)piperidine-1-carboxylic acid tert-butyl ester C(C)(C)(C)OC(=O)N1C[C@@H](CCC1)NC(CS)=O